(1S,2S)-N-[8-amino-6-[4-methyl-6-(1,3-oxazol-2-yl)pyridin-3-yl]-2,7-naphthyridine-3-yl]-2-(1-methyl-1H-pyrazol-4-yl)cyclopropane-1-carboxamide NC=1N=C(C=C2C=C(N=CC12)NC(=O)[C@@H]1[C@H](C1)C=1C=NN(C1)C)C=1C=NC(=CC1C)C=1OC=CN1